[2H]C1=C(C(=C2C(=C1[2H])C(=C(N2)[C@@H]3[C@@H]([C@H]([C@@H]([C@H](O3)CO)O)O)O)CCN)[2H])[2H].C(=O)=O 2-(α-D-Mannopyranosyl)-L-tryptophan-d4